O=C1OC=CN1C(=O)N 2-oxooxazoline-3-carboxamide